CC=1C(N2[C@H]([C@H](CCC2=CC1)NS(=O)(=O)CC)COC1CCC(CC1)\C=C/C)=O |r| rac-N-{(3S,4R)-7-methyl-6-oxo-4-[({(1s,4S)-4-[(1Z)-prop-1-en-1-yl]cyclohexyl}oxy)methyl]-1,3,4,6-tetrahydro-2H-quinolizin-3-yl}ethanesulfonamide